The molecule is an alkadiene that is hexa-1,4-diene substituted by methyl groups at positions 2 and 3 respectively. It has a role as a metabolite. C/C=C/C(C)C(=C)C